2-(4-fluoro-3-methoxyphenyl)-1-(4-{[1,2,4]triazolo[4,3-b]pyridazin-6-yl}piperazin-1-yl)ethan-1-one FC1=C(C=C(C=C1)CC(=O)N1CCN(CC1)C=1C=CC=2N(N1)C=NN2)OC